CC(CCCCCC)CCCCCC(CCCCCCCCCCCCCCCCCCCCCC)C 7,13-Dimethylpentatriacontane